3-(o-tolyl)isoxazole-5,5(4H)-dicarboxylic acid diethyl ester C(C)OC(=O)C1(CC(=NO1)C1=C(C=CC=C1)C)C(=O)OCC